C12(CC3CC(CC(C1)C3)C2)NCC 2-(1-Adamantyl)aminoethan